(S)-9-(Methylsulfonyl)-4-oxo-3-(4-phenylbut-3-yn-1-yl)-2,3,4,9-tetrahydro-1H-carbazole-3-carbonitrile CS(=O)(=O)N1C2=CC=CC=C2C=2C([C@@](CCC12)(C#N)CCC#CC1=CC=CC=C1)=O